OC(C(C)(C)S(=O)(=O)C1(CC1)CN1C(C2=C(CC1)C(=NN2C)C(=O)N)=O)([2H])[2H] 6-((1-((1-hydroxy-2-methylpropan-2-yl-1,1-d2)sulfonyl)cyclopropyl)methyl)-1-methyl-7-oxo-4,5,6,7-tetrahydro-1H-pyrazolo[3,4-c]pyridine-3-carboxamide